C(CCC)[P+](CCCC)(CCCC)CCCC.C(C)(=O)N[C@@H](CC1=CC=CC=C1)C(=O)[O-] N-acetylphenylalanine tetrabutylphosphonium salt